4-(bromomethyl)-2H-phthalazin-1-one BrCC1=NNC(C2=CC=CC=C12)=O